FC1=C(C(=O)NC2=CC(=C(C=C2)F)C(NO)=O)C(=CC=C1C(F)(F)F)OC1=C(C=C(C=C1)OC(F)(F)F)C 2-fluoro-N-(4-fluoro-3-(N-hydroxycarbamoyl)phenyl)-6-(2-methyl-4-(trifluoromethoxy)phenoxy)-3-(trifluoromethyl)benzamide